5-(4-(5-fluoropyridin-2-yl)piperazine-1-carbonyl)-2-hydroxy-3-methylbenzaldehyde FC=1C=CC(=NC1)N1CCN(CC1)C(=O)C=1C=C(C(=C(C=O)C1)O)C